C(C)SC(NCCC[Si](OC)(OC)C)(N(CC)CC)CCC propyl(diethylamino)(methyldimethoxysilylpropylamino)methyl ethyl sulfide